COC=1C(=C2C(=NC1)C(=CN2COCC[Si](C)(C)C)C2CCN(CC2)C)C=O 6-methoxy-3-(1-methylpiperidin-4-yl)-1-((2-(trimethylsilyl)ethoxy)methyl)-1H-pyrrolo[3,2-b]pyridine-7-carbaldehyde